N1=NN=C2C1=CC=CN=N2 Triazolodiazepin